ethyl (2-cyano-5-fluorophenoxy)acetate C(#N)C1=C(OCC(=O)OCC)C=C(C=C1)F